FC1=C(C(=CC=C1)F)C1=NCC2=NN=C(N2C=2SC=3OCCCCC3C12)C 9-(2,6-difluorophenyl)-3-methyl-16-oxa-18-thia-2,4,5,8-tetraazatetracyclo[8.8.0.02,6.011,17]octadeca-1(10),3,5,8,11(17)-pentaene